5-{4-[(1-{[3-methyl-4-(propan-2-yl)phenyl]carbamoyl}-DL-prolyl)amino]phenyl}pyridine-2-carboxylic acid CC=1C=C(C=CC1C(C)C)NC(=O)N1[C@@H](CCC1)C(=O)NC1=CC=C(C=C1)C=1C=CC(=NC1)C(=O)O |r|